CC(CC(=O)N1CNC(CC1C(=O)O)=O)(C)C 3-(3,3-dimethylbutyryl)-6-oxohexahydropyrimidine-4-carboxylic acid